4,4-Difluorocyclopentane-1,2-diol FC1(CC(C(C1)O)O)F